[2-[2-[2-[2-[2,3-bis(non-8-enoxy)propoxy]ethoxy]ethoxy]ethoxy]ethoxy-diphenyl-methyl]benzene C(CCCCCCC=C)OC(COCCOCCOCCOCCOC(C1=CC=CC=C1)(C1=CC=CC=C1)C1=CC=CC=C1)COCCCCCCCC=C